B([O-])([O-])[O-].N1=CC=CC=C1.[NH4+].[NH4+].[NH4+] ammonium pyridine borate